Cl.N[C@H]1C[C@@]2(C(C2C1)(F)F)C(=O)O (1S,3R)-3-amino-6,6-difluorobicyclo[3.1.0]hexane-1-carboxylic acid HCl salt